BrC=1C=C(C(=O)NC2=CC=C(C=C2)S(=O)(=O)N2CCCC2)C=CC1C(C)C 3-Bromo-4-isopropyl-N-(4-(pyrrolidin-1-ylsulfonyl)phenyl)benzamide